BrC1=NC=C2N1CCN(C2)C2=C(C=C(C#N)C=C2)F 4-(3-bromo-5,6-dihydroimidazo[1,5-a]pyrazin-7(8H)-yl)-3-fluorobenzonitrile